1,4-dibromo-2-(bromomethyl)-3-chlorobenzene BrC1=C(C(=C(C=C1)Br)Cl)CBr